cobalt-chromium-copper [Cu].[Cr].[Co]